CC1C(NC=2C=NN(C2C=2C=CN=C(CCCC1)C2)C2=CC=CC=C2)=O 9-methyl-3-phenyl-3,4,7,15-tetraazatricyclo[12.3.1.02,6]Octadeca-1(18),2(6),4,14,16-pentaen-8-one